C(C)(C)(C)OC(=O)N1CCN(CC1)C1=C2C=C(NC2=CC=C1)C(F)(F)F 4-[2-(trifluoromethyl)-1H-indol-4-yl]Piperazine-1-carboxylic acid tert-butyl ester